4-Methyl-6-isopropyl-2H-pyran-2-one CC1=CC(OC(=C1)C(C)C)=O